C[C@H]1CN([C@@]12CN(CC2)C=2C1=C(N=CN2)N(C=C1)COCC[Si](C)(C)C)C(CC#N)=O 3-((3S,4R)-3-methyl-6-(7-((2-(trimethylsilyl)ethoxy)methyl)-7H-pyrrolo[2,3-d]pyrimidin-4-yl)-1,6-diazaspiro[3.4]oct-1-yl)-3-oxopropanenitrile